(S or R)-2-(3-(2-(((S)-((R)-5-cyano-1,2,3,4-tetrahydroquinolin-3-yl)(phenyl)methyl)amino)ethyl)phenyl)propanoic acid C(#N)C1=C2C[C@H](CNC2=CC=C1)[C@@H](C1=CC=CC=C1)NCCC=1C=C(C=CC1)[C@@H](C(=O)O)C |o1:28|